C(#N)C1=CC(=C(C=C1)B1OC(C)(C)C(C)(C)O1)F 4-Cyano-2-fluorophenylboronic acid pinacol ester